C(C)(C)(C)C=1N=C(C2=C(N1)C(=CC(=N2)C2=C(C=C(C=C2)OCCOC)C#N)C(=O)N)N[C@@H]2CNCCC2 tert-butyl-6-[2-cyano-4-(2-methoxyethoxy)phenyl]-4-{[(3S)-piperidin-3-yl]amino}pyrido[3,2-d]pyrimidine-8-carboxamide